3-(((6-(2-ethyl-5-fluoro-4-hydroxyphenyl)imidazo[1,5-a]pyridin-8-yl)oxy)cyclobutyl)-2-fluoroacrylamide C(C)C1=C(C=C(C(=C1)O)F)C=1C=C(C=2N(C1)C=NC2)OC2(CCC2)C=C(C(=O)N)F